CC1=NN=C(S1)N 5-methyl-1,3,4-thiadiazol-2-amine